N1=CC=CC2=CC(=CC=C12)C=NNC(=O)C1=NC(=CC=C1)C(=O)NN=CC=1C=C2C=CC=NC2=CC1 N'2,N'6-Bis(quinolin-6-ylmethylene)pyridine-2,6-dicarbohydrazide